The molecule is an organofluorine compound, an organochlorine compound, a member of quinazolines and a member of furans. It has a role as an antineoplastic agent and a tyrosine kinase inhibitor. It derives from a monofluorobenzene. CS(=O)(=O)CCNCC1=CC=C(O1)C2=CC3=C(C=C2)N=CN=C3NC4=CC(=C(C=C4)OCC5=CC(=CC=C5)F)Cl